N[C@@H](C(=O)N[C@H](C(=O)N[C@@H](CCC(=O)OC(C)(C)C)C(=O)NC1=CC=C(C=C1)CO)C)CC(C)C tert-butyl (S)-4-((S)-2-((R)-2-amino-4-methylpentanamido) propionamido)-5-((4-(hydroxymethyl) phenyl) amino)-5-oxopentanoate